C12C=CC(C3CCCCC13)CC2 1,4,4a,5,6,7,8,8a-octahydro-1,4-ethano-naphthalene